C(C)(=O)N[C@@H](C=O)[C@H](O)[C@@H](O)[C@@H](O)C 2-acetamido-2,6-dideoxy-L-mannose